COC1CN(C1)C=1C=CC2=C(N=C(O2)C2=CN=C(C3=CN=C(C=C23)N)NC([2H])([2H])[2H])C1 4-(5-(3-methoxyazetidin-1-yl)benzo[d]oxazol-2-yl)-N1-(methyl-d3)-2,7-naphthyridine-1,6-diamine